C(C)C1=C(C=CC(=C1)B(O)O)C1=CC=C(C=C1)CCCCC 2-ethyl-4'-pentylbiphenyl-4-boronic acid